(1S,3R,5R)-N-(4-chloro-3-(2H-1,2,3-triazol-2-yl)phenyl)-3-methyl-1-(5-methyl-1,3,4-oxadiazol-2-yl)-6-azabicyclo[3.1.1]heptane-6-carboxamide ClC1=C(C=C(C=C1)NC(=O)N1[C@@H]2C[C@H](C[C@]1(C2)C=2OC(=NN2)C)C)N2N=CC=N2